2,4-difluoro-6-methylpyrimidine FC1=NC(=CC(=N1)F)C